7-fluoro-5-((S)-2-methoxy-1-((S)-2-oxo-4-(trifluoromethyl)imidazolidin-1-yl)ethyl)benzo[d]oxazol FC1=CC(=CC=2N=COC21)[C@@H](COC)N2C(N[C@@H](C2)C(F)(F)F)=O